[N+](=O)([O-])C1=C(C(C=O)=CC=C1)O 3-[nitro]salicylaldehyde